methyl 3,3-dimethyl-2,3-dihydrofuro[3,2-b]pyridine-7-carboxylate CC1(COC=2C1=NC=CC2C(=O)OC)C